Vanillin-disulphide O=CC12C(C3(OC)C(O)(C=C1)S3)S2